IC1=CC2=C(C(N(N=N2)[C@H](C)[C@@](CN2N=CN=C2)(O)C2=C(C=C(C=C2)F)F)=O)C=C1 7-iodo-3-[(2R,3R)-3-(2,4-difluorophenyl)-3-hydroxy-4-(1,2,4-triazol-1-yl)-2-butyl]1,2,3-benzotriazin-4-one